NC=1N=CC2=CC=CC=C2C1C#CC[C@@H](C(=O)[O-])NC(=O)OC(C)(C)C (S)-5-(3-aminoisoquinolin-4-yl)-2-((tert-butoxycarbonyl)amino)pent-4-ynoate